COC(=O)C1=CC(=CC2=CN(N=C12)OC)C1NCOC1 methoxy-5-(oxazolidin-4-yl)-2H-indazole-7-carboxylic acid methyl ester